5-chloro-3-hydroxy-1-propyl-3-(pyridazin-4-ylmethyl)indolin-2-one ClC=1C=C2C(C(N(C2=CC1)CCC)=O)(CC1=CN=NC=C1)O